tert-butyl-2-{4-[(3-methyl-4-{[1,2,4]triazolo[1,5-a]pyridin-7-yloxy}phenyl)amino]pyrido[3,2-d]pyrimidin-6-yl}-2,7-diazaspiro[3.5]nonane C(C)(C)(C)C1N(CC12CCNCC2)C=2C=CC=1N=CN=C(C1N2)NC2=CC(=C(C=C2)OC2=CC=1N(C=C2)N=CN1)C